(2-chlorobenzyl)triphenyl-phosphonium chloride [Cl-].ClC1=C(C[P+](C2=CC=CC=C2)(C2=CC=CC=C2)C2=CC=CC=C2)C=CC=C1